N[C@H](CC1=C(C2=NC(=CC(=C2O1)NCC=1SC=CC1)C(=O)O)Br)C 2-[(2S)-2-aminopropyl]-3-bromo-7-[(thiophen-2-ylmethyl)amino]furo[3,2-b]pyridine-5-carboxylic acid